1,3-dimethoxy-2-methylimidazolium CON1C(=[N+](C=C1)OC)C